C(C)(C)(C)OC(=O)NCCOC1=C(C=CC(=C1)C(=O)OC)[C@H]1N(CC[C@@H](C1)OCC)C(=O)OCC1=CC=CC=C1 benzyl (2s,4s)-2-(2-(2-((tert-butoxycarbonyl) amino) ethoxy)-4-(methoxycarbonyl) phenyl)-4-ethoxypiperidine-1-carboxylate